(3-(chroman-6-yl)-1H-pyrrolo[2,3-b]pyridin-5-yl)(2-methyl-5,6-dihydroimidazo[1,2-a]pyrazin-7(8H)-yl)methanone O1CCCC2=CC(=CC=C12)C1=CNC2=NC=C(C=C21)C(=O)N2CC=1N(CC2)C=C(N1)C